FC(OC1=CC(=NN1)NC1=CN=CC(=N1)N[C@@H]([C@H](C)O)CC)F (2S,3R)-3-((6-((5-(difluoromethoxy)-1H-pyrazol-3-yl)amino)pyrazin-2-yl)amino)pentan-2-ol